FC(C(C(F)(F)F)(C(F)(F)F)OC(F)(F)F)(F)F 1,1,1,3,3,3-hexafluoro-2-(trifluoromethoxy)-2-(trifluoromethyl)propane